[N-](S(=O)(=O)C(F)(F)F)S(=O)(=O)C(F)(F)F.C(C1=CC=CC=C1)[N+](C)(C)CC benzyl(ethyl)dimethylammonium bis(trifluoromethanesulfonyl)imide